isobutyl-bis(hydroxyethyl)phosphine tert-butyl-2-({[tert-butyl(dimethyl)silyl]oxy}methyl)-3-oxopiperidine-1-carboxylate C(C)(C)(C)OC(=O)N1C(C(CCC1)=O)CO[Si](C)(C)C(C)(C)C.C(C(C)C)P(CCO)CCO